N1=CC(=CC=C1)CNC1=NC=2CCNC(C2C=C1)=O 2-((pyridin-3-ylmethyl)amino)-7,8-dihydro-1,6-naphthyridin-5(6H)-one